3-amino-1-(m-(trifluoromethyl)phenyl)-2-pyrazoline NC1=NN(CC1)C1=CC(=CC=C1)C(F)(F)F